(4-piperazin-1-yl)phenyl-methanone methyl-(E)-2-(4-ethoxyphenyl)-5-(3-methoxy-3-oxoprop-1-en-1-yl)-2,3-dihydrobenzofuran-3-carboxylate COC(=O)C1C(OC2=C1C=C(C=C2)\C=C\C(=O)OC)C2=CC=C(C=C2)OCC.N2(CCNCC2)C2=CC=C(C=C2)C=O